COC1=CC=C(C=C1)C=1C(OC2=CC=CC=C2C1C1=CC=CC=C1)=O 3-(4-methoxyphenyl)-4-phenyl-2H-chromen-2-one